4-(3-methoxyphenyl)-1,4-benzoxazine COC=1C=C(C=CC1)N1C=COC2=C1C=CC=C2